The molecule is a multi-methyl-branched fatty acyl-CoA(4-) oxanion arising from deprotonation of the phosphate and diphosphate OH groups of pristanoyl-CoA; major species at pH 7.3. It is a conjugate base of a pristanoyl-CoA. CC(C)CCCC(C)CCCC(C)CCCC(C)C(=O)SCCNC(=O)CCNC(=O)[C@@H](C(C)(C)COP(=O)([O-])OP(=O)([O-])OC[C@@H]1[C@H]([C@H]([C@@H](O1)N2C=NC3=C(N=CN=C32)N)O)OP(=O)([O-])[O-])O